FC1=C(C=CC=C1C[C@@H]1N(CC([C@@H]1NS(=O)(=O)C)(F)F)C(=O)C1(CCC1)O)C1=CC(=CC=C1)F N-[(2S,3R)-2-[(2,3'-difluoro[1,1'-biphenyl]-3-yl)methyl]-4,4-difluoro-1-(1-hydroxycyclobutane-1-carbonyl)pyrrolidin-3-yl]methanesulfonamide